FC1=C(C=CC=C1)C1=C2C(=NN1CC1=C(C=CC=C1C(=O)O)C1=CC=CC=C1)CN(C2)C ((3-(2-fluorophenyl)-5-methyl-5,6-dihydropyrrolo[3,4-c]pyrazol-2(4H)-yl)methyl)-[1,1'-biphenyl]-3-carboxylic acid